C1(=CC=C(C=C1)C(COCCOCCOCCCC)(C)O)C(COCCOCCOCCCC)(C)O 2,2'-(1,4-phenylene)bis(1-(2-(2-butoxyethoxy)ethoxy)propan-2-ol)